1-(2-((1R,3S,5R)-3-((6-bromo-3-methylpyridin-2-yl)carbamoyl)-5-methyl-2-azabicyclo[3.1.0]hexan-2-yl)-2-oxoethyl)-4-fluoro-5-(2-methylpyrimidin-5-yl)-1H-indazole-3-carboxamide BrC1=CC=C(C(=N1)NC(=O)[C@H]1N([C@@H]2C[C@@]2(C1)C)C(CN1N=C(C2=C(C(=CC=C12)C=1C=NC(=NC1)C)F)C(=O)N)=O)C